(S)-7-methoxy-2-methylene-5-oxo-2,3,5,11a-tetrahydro-1H-pyrrolo[2,1-c][1,4]benzodiazepine COC=1C=CC2=C(C(N3[C@H](C=N2)CC(C3)=C)=O)C1